C1(CC2C(CC1)O2)COC(CCCCC(=O)OCC2CC1C(CC2)O1)=O bis((3,4-epoxy Cyclohexyl)methyl)adipate